CN1C(N(C2=NC(=NC=C12)NC=1C=C2C=CC=NC2=CC1C)C1COC1)=O 7-Methyl-2-((7-methylchinolin-6-yl)amino)-9-(oxetan-3-yl)-7,9-dihydro-8H-purin-8-on